ClC1=C2C=C(NC2=NC=C1)CCC1CCCCC1 4-Chloro-2-(2-cyclohexylethyl)-7-azaindole